C[C@@H]1NC(NN=C1C1=CC(=C(C=C1)CN1CCOCC1)C(F)(F)F)=O (5S)-5-methyl-6-[4-(morpholin-4-ylmethyl)-3-(trifluoromethyl)phenyl]-4,5-dihydro-1,2,4-triazin-3(2H)-one